C(=O)O.ClC1=CC(=C(COC2=C(C=CC(=N2)OC2CCN(CC2)CC2=NC3=C(N2C[C@H]2OCC2)C=C(C=C3)/C=C/C(=O)O)F)C=C1)F (S,E)-3-(2-((4-((6-((4-chloro-2-fluorobenzyl)oxy)-5-fluoropyridin-2-yl)oxy)piperidin-1-yl)methyl)-1-(oxetan-2-ylmethyl)-1H-benzo[d]imidazol-6-yl)acrylic acid formate salt